oxalic acid phosphate lithium [Li+].P(=O)([O-])([O-])[O-].C(C(=O)O)(=O)O.[Li+].[Li+]